2-amino-4-(3-(4-(1-methyl-4-(trifluoromethyl)-1H-imidazol-2-yl)phenyl)-1,2,4-oxadiazol-5-yl)-4,5,6,7-tetrahydrobenzo[b]thiophene-3-carbonitrile NC1=C(C2=C(S1)CCCC2C2=NC(=NO2)C2=CC=C(C=C2)C=2N(C=C(N2)C(F)(F)F)C)C#N